tert-butyl 1,2,3-oxathiazolidine-3-carboxylate-2,2-dioxide O1S(N(CC1)C(=O)OC(C)(C)C)(=O)=O